BrC1=CC=C2CCN(C2=C1)S(=O)(=O)C=C 6-bromo-1-(vinylsulfonyl)indoline